FC1=CC=CC=2N=C(OC21)[C@H]2N(CCC1=C2N=CN1)C(=O)C1=NC(=NN1C)C(F)(F)F (S)-(4-(7-fluorobenzo[d]oxazol-2-yl)-6,7-dihydro-1H-imidazo[4,5-c]pyridin-5(4H)-yl)(1-methyl-3-(trifluoromethyl)-1H-1,2,4-triazol-5-yl)methanone